3-(3-buten-1-oxy)-4-((4-ethylpiperazin-1-yl)methyl)-aniline C(CC=C)OC=1C=C(N)C=CC1CN1CCN(CC1)CC